C[C@@H]1C[C@@H]([C@@H]([C@@]2([C@]13[C@@H]([C@@H](C[C@@H]2OC(=O)C4=CC=CC=C4)C(O3)(C)C)OC(=O)C5=CC=CC=C5)C)OC(=O)C)OC(=O)C6=CC=CC=C6 The molecule is a dihydroagarofuran sesquiterpenoid that consists of dihydro-beta-agarofuran substituted by an acetoxy group at position 1 and benzoyloxy groups at positions 2, 6 and 9 (the 1beta,2beta,6alpha,9alpha stereoisomers). Isolated from the roots of Celastrus orbiculatus and Microtropis fokienensis and exhibits cytotoxic and antitubercular properties. It has a role as an antineoplastic agent, an antitubercular agent, a NF-kappaB inhibitor and a plant metabolite. It is a benzoate ester, a bridged compound, an acetate ester, a cyclic ether, a dihydroagarofuran sesquiterpenoid and an organic heterotricyclic compound.